N[C@]1(C2=CC=CC=C2CC12CCNCC2)C2=CC=C1C(N(C(NC1=C2)=O)C2=C(C(=CC=C2)Cl)Cl)=O (S)-7-(1-amino-1,3-dihydro-spiro[indene-2,4'-piperidin]-1-yl)-3-(2,3-dichlorophenyl)quinazolin-2,4(1H,3H)-dione